2-bromo-1-(4-methyl-3,4-dihydro-2H-1,4-benzoxazin-6-yl)ethanone hydrobromide Br.BrCC(=O)C=1C=CC2=C(N(CCO2)C)C1